ethyl (R)-3-(((benzyloxy) carbonyl) amino)-4-methoxybutanoate C(C1=CC=CC=C1)OC(=O)N[C@H](CC(=O)OCC)COC